COC(C1=C(C=C(C(=C1)OCC1=CC=CC=C1)OC)/N=C/N(C)C)=O.FC1=C(N)C=C(C=C1F)C1=NC=C(C=N1)F 2,3-Difluoro-5-(5-fluoropyrimidin-2-yl)aniline (E)-methyl-5-(benzyloxy)-2-((dimethylamino)methyleneamino)-4-methoxybenzoate